(S)-4-(4-(pyrrolidin-3-ylmethoxy)-1H-benzo[d][1,2,3]triazol-6-yl)phenol hydrochloride salt Cl.N1C[C@H](CC1)COC1=CC(=CC=2NN=NC21)C2=CC=C(C=C2)O